Ethyl (S)-3-amino-3-(4-fluoro-2'-(hex-5-en-1-yl)-4',5,6'-trimethyl-[1,1'-biphenyl]-3-yl)propanoate hydrochloride Cl.N[C@@H](CC(=O)OCC)C=1C=C(C=C(C1F)C)C1=C(C=C(C=C1C)C)CCCCC=C